triethoxypropyl azide C(C)OC(CCN=[N+]=[N-])(OCC)OCC